N-Methyl-N-(3-((4-((3-methyl-4-((1-methyl-1H-benzo[d]imidazol-5-yl)oxy)phenyl)amino)pyrido[3,2-d]pyrimidin-6-yl)oxy)propyl)acrylamide CN(C(C=C)=O)CCCOC=1C=CC=2N=CN=C(C2N1)NC1=CC(=C(C=C1)OC1=CC2=C(N(C=N2)C)C=C1)C